1-(4-bromo-2-methoxy-5-(methylthio)phenyl)propan-2-amine BrC1=CC(=C(C=C1SC)CC(C)N)OC